N1C(=CC=2C=NC=CC21)CNC(COC2=NC(=NC(=C2NCC2=CC1=C(OC3=C1C=CC=C3)C=C2)C)C2=CC=CC=C2)=O N-((1H-pyrrolo[3,2-c]pyridine-2-yl)methyl)-2-((5-((dibenzo[b,d]furan-2-ylmethyl)amino)-6-methyl-2-phenylpyrimidin-4-yl)oxy)acetamide